CN1CCN(CC1)C1=CC=C(C=C1)NC(=S)N 1-(4-(1-methylpiperazin-4-yl)phenyl)thiourea